[Si](C)(C)(C(C)(C)C)OCC(CC1=C(C(=NC=C1)C(C)C)[N+](=O)[O-])=C 4-(2-(((tert-butyldimethylsilyl)oxy)methyl)allyl)-2-isopropyl-3-nitropyridine